ClC1=C(C=CC=C1)C(C)N (2-chlorophenyl)ethan-1-amine